O1CC(=CC2=C1C=CC=C2)C#N 2H-benzopyran-3-carbonitrile